(1R,2S,5S)-3-((S)-3,3-dimethyl-2-(2,2,2-trifluoroacetamido)butoxycarbonyl)-6,6-dimethyl-3-azabicyclo[3.1.0]hexane-2-carboxylic acid CC([C@@H](COC(=O)N1[C@@H]([C@H]2C([C@H]2C1)(C)C)C(=O)O)NC(C(F)(F)F)=O)(C)C